N-[2-(6-amino-2-pyridyl)-2-(1-methylpyrazol-4-yl)propyl]-5-(2,4-difluorophenyl)isoxazole-3-carboxamide NC1=CC=CC(=N1)C(CNC(=O)C1=NOC(=C1)C1=C(C=C(C=C1)F)F)(C)C=1C=NN(C1)C